C(C)OC(C(C1=CNC2=CC=CC=C12)C1=CC=C(C=C1)NCC=C)=O 2-(4-(allylamino)phenyl)-2-(1H-indol-3-yl)acetic acid ethyl ester